tert-butyl 2-{[(4-{3-iodo-4-oxo-1H,5H,6H,7H-pyrrolo[3,2-c]pyridin-2-yl} pyridine-3-yl)oxy]methyl}-2-methylazetidine-1-carboxylate IC1=C(NC2=C1C(NCC2)=O)C2=C(C=NC=C2)OCC2(N(CC2)C(=O)OC(C)(C)C)C